ICC(CC)(O)C iodo-2-methylbutan-2-ol